(1R)-2-[5-(chloromethyl)-2H-1,2,3,4-tetrazol-2-yl]-1-(4-chloro-phenyl)ethan-1-ol ClCC=1N=NN(N1)C[C@H](O)C1=CC=C(C=C1)Cl